(2-chloropropyl)-10H-9-oxa-1-azaanthracene ClC(CC1=NC=2OC3=CC=CC=C3CC2C=C1)C